2-Chloro-N-(cyanomethyl)-5-methylpyrimidine-4-carboxamide ClC1=NC=C(C(=N1)C(=O)NCC#N)C